3-bromo-4-hydroxytetrahydrothiophene 1,1-dioxide BrC1CS(CC1O)(=O)=O